CC1=NNC(=C1C1=CC=C(NC([C@H]([C@@H]2CCCC3(CC3)C2)NC(=O)C=2N(N=CC2)C)=O)C=C1)C N-[(1S)-2-[4-(3,5-dimethyl-1H-pyrazol-4-yl)anilino]-2-oxo-1-[(7R)-spiro[2.5]octan-7-yl]ethyl]-2-methyl-pyrazole-3-carboxamide